COC(C1=CC(=CC=C1)CN1N=CC(=C1)C1=NC=2N3C(N(C(C2N1)=O)CCC)=NC=C3)=O 3-[[4-(4-oxo-5-propyl-3H-imidazo[2,1-b]purin-2-yl)pyrazol-1-yl]methyl]benzoic acid methyl ester